N-(2,2-difluoropropyl)benzamide FC(CNC(C1=CC=CC=C1)=O)(C)F